2-(4-{[(3R)-5,5-difluoro-1-methylpiperidin-3-yl]amino}pyrido[3,4-d]pyridazin-1-yl)-5-(trifluoromethyl)phenol FC1(C[C@H](CN(C1)C)NC=1N=NC(=C2C1C=NC=C2)C2=C(C=C(C=C2)C(F)(F)F)O)F